N-(2-Methoxyethyl)-4-(5-{7-methyl-7-[(2R)-2-methylpyrrolidin-1-yl]-6,7,8,9-tetrahydro-5H-benzo[7]annulen-2-yl}-1H-pyrazolo[3,4-b]pyridin-3-yl)benzamide COCCNC(C1=CC=C(C=C1)C1=NNC2=NC=C(C=C21)C=2C=CC1=C(CCC(CC1)(N1[C@@H](CCC1)C)C)C2)=O